NC1=NC(=NC(=C1C(=O)O)C)C1=CC=C(C=C1)CC1CC1 4-amino-2-(4-(cyclopropylmethyl)phenyl)-6-methylpyrimidine-5-carboxylic acid